benzyl 4,7-diazaspiro[2.5]octane-4-carboxylate hydrochloride Cl.C1CC12N(CCNC2)C(=O)OCC2=CC=CC=C2